tert-butyl (3S)-3-methylthiomorpholine-4-carboxylate C[C@@H]1N(CCSC1)C(=O)OC(C)(C)C